ClC1=NC=CC(=C1)/C=C/C(=O)OC1=CC=C(C=C1)C1SCCCS1 (E)-4-(1,3-dithian-2-yl)phenyl 3-(2-chloro-pyridin-4-yl)acrylate